2-{3-[(4-methanesulfonyl-2-methylphenyl)amino]prop-1-yn-1-yl}-N-(1-methylpiperidin-4-yl)-1-(2,2,2-trifluoroethyl)-1H-indol-4-amine CS(=O)(=O)C1=CC(=C(C=C1)NCC#CC=1N(C=2C=CC=C(C2C1)NC1CCN(CC1)C)CC(F)(F)F)C